ClC1=CC(=NC=2N(C(NC(C21)=O)=O)C2=C(C=CC=C2)C(C)C)Cl 5,7-dichloro-(2-isopropylphenyl)pyrido[2,3-d]pyrimidine-2,4(1H,3H)-dione